methyl 3-(18-ethyl-5-(2-methoxy-2-oxoethyl)-2,8,12,17-tetramethyl-3-(methylcarbamoyl)-13-vinyl-7H,8H-porphyrin-7-yl)propanoate C(C)C1=C(C=2C=C3C(=C(C(=CC=4C(C(C(=C(C5=C(C(=C(N5)C=C1N2)C)C(NC)=O)CC(=O)OC)N4)CCC(=O)OC)C)N3)C)C=C)C